C(C)(C)(C)N1C=C(C=C1)C(=O)NCC(=O)NC=1SC=C(N1)C=1C=C(C=CC1)C1=CC(=NC=C1)CNC(OC(C)(C)C)=O tert-butyl ((4-(3-(2-(2-(1-(tert-butyl)-1H-pyrrole-3-carboxamido)acetamido)thiazol-4-yl)phenyl)pyridin-2-yl)methyl)carbamate